FC(C=1C=CC(=C(C1)C1=CC(=NC=C1C(=O)NS(=O)(=O)CC1=CC=C(C=C1)[C@H](C)OC)C)OC)F (S)-4-(5-(difluoromethyl)-2-methoxyphenyl)-N-((4-(1-methoxyethyl)benzyl)sulfonyl)-6-methylnicotinamide